ClC1=CC(=C(C=C1)C1=NC(=NC=2C(N(N=CC21)C)=O)N2C[C@@H](O[C@@H](C2)C)C=2C=NN(C2)C2CC2)F 4-(4-chloro-2-fluorophenyl)-2-((2S,6R)-2-(1-cyclopropyl-1H-pyrazol-4-yl)-6-methylmorpholino)-7-methylpyrimido[4,5-d]pyridazin-8(7H)-one